OCCCCCOC(C(=O)OC(C)(C)C)(C)C tert-butyl 2-((5-hydroxypentyl) oxy)-2-methylpropionate